C(=CC(C)=C)OC1=C(C=C(C=C1)C=CC=C(C(=COC)C(=O)OC)C)[O-] 2-[(isoprenyl)oxy]-5-{6-methoxy-5-[(methoxy)carbonyl]-4-methylhexa-1,3,5-trienyl}phenolate